4-(((2-((4-((2S,6R)-2,6-dimethyl-morpholino)phenyl)amino)-5-fluoro-pyrimidin-4-yl)oxy)methyl)cyclohexan C[C@@H]1O[C@@H](CN(C1)C1=CC=C(C=C1)NC1=NC=C(C(=N1)OCC1CCCCC1)F)C